N-methyldiethylsilyl-maleimide C[Si](N1C(C=CC1=O)=O)(CC)CC